CC1(C(C(=CC2(CC(N(C2)C2=CC=CC=C2)=O)C1)C#N)=O)C 9,9-dimethyl-3,8-dioxo-2-phenyl-2-azaspiro[4.5]dec-6-ene-7-carbonitrile